N1=C(N=CC=C1)N1CCNCC1 pyrimidin-2-yl-piperazine